dioleoyl-dimethyl-ammonium chloride [Cl-].C(CCCCCCC\C=C/CCCCCCCC)(=O)[N+](C)(C)C(CCCCCCC\C=C/CCCCCCCC)=O